(3R,5S,6S)-3,4,5,6,7-pentahydroxyheptanone O[C@@H](C(C)=O)C([C@H]([C@H](CO)O)O)O